C(C)(C)(C)C1=C(C(=O)N)C=CC(=C1NC(CC1=C(C=CC(=C1)Cl)O)=O)O tert-butyl-3-[[2-(5-chloro-2-hydroxy-phenyl)acetyl]amino]-4-hydroxy-benzamide